7-bromo-6,8-difluoro-2-((tetrahydro-1H-pyrrolizin-7a(5H)-yl)methoxy)-4-(2,2,2-trifluoroethoxy)quinazoline BrC1=C(C=C2C(=NC(=NC2=C1F)OCC12CCCN2CCC1)OCC(F)(F)F)F